BrC1=CC=C(C=C1)C1=CC(=CC(=C1)C(F)(F)F)NC1=C(C=CC=C1CC)CC 4'-bromo-N-(2,6-diethylphenyl)-5-(trifluoromethyl)-[1,1'-biphenyl]-3-amine